C(C)C1(CC(C1)=O)C(=O)O 1-ethyl-3-oxocyclobutane-1-carboxylic acid